ClC1=C(C=CC=C1F)C1CCN(CC1)C(CN1N=C(C2=C1CCC2)C(=O)N2C[C@H](O[C@H](C2)C)C)=O 1-[4-(2-chloro-3-fluorophenyl)piperidin-1-yl]-2-{3-[(2R,6S)-2,6-dimethylmorpholine-4-carbonyl]-5,6-dihydrocyclopenta[c]pyrazol-1(4H)-yl}ethan-1-one